BrC=1C=CC(=C(C1)C1=C(C=CC=C1)Cl)S(=O)(=O)N1CCC(CC1)(C(=O)N)F 1-((5-bromo-2'-chloro-[1,1'-biphenyl]-2-yl)sulfonyl)-4-fluoropiperidine-4-carboxamide